O=C1N(C(C2=CC=CC=C12)=O)CC1CN(CC(C1(F)F)C)C(=O)OCC1=CC=CC=C1 benzyl 3-((1,3-dioxoisoindolin-2-yl) methyl)-4,4-difluoro-5-methylpiperidine-1-carboxylate